CC1C(=C(C2(C(CCC1C2)C=C)C)C)C tetramethyl-8-vinylbicyclo[3.3.1]non-2-ene